ClC=1C=C(C(=O)NC2=C3C(N(C=NC3=CC=C2)CC2=C(C=CC=C2)OC)=O)C=CC1OCOCC[Si](C)(C)C 3-chloro-N-{3-[(2-methoxyphenyl)methyl]-4-oxo-3,4-dihydroquinazolin-5-yl}-4-{[2-(trimethylsilyl)ethoxy]methoxy}benzamide